6-chloro-5-(3-hydroxypropyl)nicotinic acid methyl ester COC(C1=CN=C(C(=C1)CCCO)Cl)=O